(R)-ALPHA-PROPARGYLALANINE C(C#C)[C@](N)(C)C(=O)O